6-(6-(1'-Isobutyl-[1,4'-bipiperidin]-4-yl)-4-methyl-1H-benzo[d]imidazol-2-yl)isochinolin C(C(C)C)N1CCC(CC1)N1CCC(CC1)C=1C=C(C2=C(NC(=N2)C=2C=C3C=CN=CC3=CC2)C1)C